O=C1C(C(=C(C(=O)C2=CC=CC=C2)C=C1)N(CC)CC)N(CC)CC 4-ketobis(diethylamino)benzophenone